FC1=C(C(=CC=C1)F)C=1C(=NC=C(C1)C)C1(CC(=NO1)N1C[C@H]([C@H](C1)F)NS(=O)(=O)C)CF N-[(3R,4S)-1-{5-[3-(2,6-difluorophenyl)-5-methylpyridin-2-yl]-5-(fluoromethyl)-4,5-dihydro-1,2-oxazol-3-yl}-4-fluoropyrrolidin-3-yl]methanesulfonamide